C(C1=CC=CC=C1)OC(=O)N1CCCC1C(=O)OC 1-((benzyloxy)carbonyl)-5-(methoxycarbonyl)pyrrolidine